C(C1=CC=CC=C1)OC=1C=C(C(=C(C1)CC(=O)OC(C)(C)C)C(C)(CCO[Si](C)(C)C(C)(C)C)C)O[Si](C)(C)C(C)(C)C tert-butyl 2-(5-(benzyloxy)-3-((tert-butyldimethylsilyl)oxy)-2-(4-((tert-butyldimethylsilyl)oxy)-2-methylbutan-2-yl)phenyl)acetate